(2s,4r)-2-((1s,5r,6s)-6-(3-(tert-butyl)phenyl)-1-methyl-3-azabicyclo[3.1.0]hexane-3-carbonyl)-7-oxa-5-azaspiro[3.4]octane-6-one C(C)(C)(C)C=1C=C(C=CC1)[C@@H]1[C@H]2CN(C[C@@]12C)C(=O)C1CC2(C1)NC(OC2)=O